(7-(thiophen-3-yl)-3-(3-(2-(trifluoromethyl)pyridin-3-yl)-1H-pyrazolo[3,4-b]pyrazin-6-yl)-3-azabicyclo[4.1.0]heptan-7-yl)methanamine S1C=C(C=C1)C1(C2CCN(CC12)C1=CN=C2C(=N1)NN=C2C=2C(=NC=CC2)C(F)(F)F)CN